O=S1NC2=C3C1=CC=CC3=C(C=C2)N2N=CC(=C2C(F)(F)F)C(=O)NC2=CC(=NC=C2)C(F)(F)F 1-(1-Oxo-2H-naphtho[1,8-cd]isothiazol-5-yl)-5-(trifluoromethyl)-N-(2-(trifluoromethyl)pyridin-4-yl)-1H-pyrazole-4-carboxamide